FC1=C(C=CC(=C1)F)C1=CC(=NO1)C(=O)NC1(CN(C1)C1CCC(CC1)(C)O)CC(NC(C)(C)C1=C(C=CC=C1)C)=O 5-(2,4-difluorophenyl)-N-(1-(4-hydroxy-4-methylcyclohexyl)-3-(2-oxo-2-((2-(o-tolyl)propan-2-yl)amino)ethyl)azetidin-3-yl)isoxazole-3-carboxamide